ClC1=CC=C(C(=N1)C(=O)O)N[C@H](C)C=1C=C(C=C2C(N(C(=NC12)C(C(F)(F)F)(C)C)C)=O)C (R)-6-chloro-3-((1-(3,6-dimethyl-4-oxo-2-(1,1,1-trifluoro-2-methylpropan-2-yl)-3,4-dihydroquinazolin-8-yl)ethyl)amino)picolinic acid